FC=1N=C(SC1CN1CC2(C[C@@H]1C)OCC=1C2=NC=CC1)NC(C)=O N-(4-Fluoro-5-(((5'S)-5'-methyl-5H-spiro[furo[3,4-b]pyridine-7,3'-pyrrolidin]-1'-yl)methyl)thiazol-2-yl)acetamide